zinc bis(2-(2-hydroxyphenyl)benzothiazole) OC1=C(C=CC=C1)C=1SC2=C(N1)C=CC=C2.OC2=C(C=CC=C2)C=2SC1=C(N2)C=CC=C1.[Zn]